C(N)(=O)C=1C(=NNC1NC1=CC(=NC(=C1)C)C)C1=CC=C(C=C1)NC(=O)N1CC2=CC=CC=C2CC1 N-(4-(4-carbamoyl-5-((2,6-dimethylpyridin-4-yl)amino)-1H-pyrazol-3-yl)phenyl)-3,4-dihydroisoquinoline-2(1H)-carboxamide